BrC1=CC(=CC(=N1)NC)C 6-bromo-N,4-dimethylpyridin-2-amine